(Z)-3-(7-Ethyl-2,4-dioxo-1,2,3,4-tetrahydro-5H-naphtho[1,2-b][1,4]diazepin-5-yl)-N'-hydroxybenzimidamide C(C)C1=CC2=C(NC(CC(N2C=2C=C(/C(/N)=N/O)C=CC2)=O)=O)C2=CC=CC=C12